2,4-dichloro-5-[(dimethylphosphoryl)methyl]pyrimidine ClC1=NC=C(C(=N1)Cl)CP(=O)(C)C